(R)-3-((2-chloro-5,6,7,8-tetrahydropyrido[4,3-d]pyrimidin-4-yl)oxy)-10-methyl-9,10,11,12-tetrahydro-8H-[1,4]diazepino[5',6':4,5]thieno[3,2-f]quinoxalin-8-one ClC=1N=C(C2=C(N1)CCNC2)OC2=NC=1C=CC3=C(C1N=C2)C2=C(S3)C(N[C@@H](CN2)C)=O